CC1(OB(OC1(C)C)C1=CC=C(C=C1)C=1C=NN2C1COCC2)C 3-(4-(4,4,5,5-tetramethyl-1,3,2-dioxaborolan-2-yl)phenyl)-6,7-dihydro-4H-pyrazolo[5,1-c][1,4]oxazine